indazolylPurine N1N=C(C2=CC=CC=C12)C1=NC=C2NC=NC2=N1